O1CCN(CC1)C1OC2=NC=CC(C2=N1)=O 2-morpholino-7-oxooxazolo[5,4-b]pyridin